(cis)-benzyl 3-(1-benzyl-3,3-difluorohexahydropyrrolo[3,4-b]pyrrol-5(1H)-yl)-2,2-dimethyl-3-oxopropanoate C(C1=CC=CC=C1)N1[C@@H]2[C@H](C(C1)(F)F)CN(C2)C(C(C(=O)OCC2=CC=CC=C2)(C)C)=O